3-ethylrhodanine C(C)N1C(SCC1=O)=S